C(C1=CC=CC=C1)OCC1(C(OCCC1)=O)C 3-((benzyloxy)methyl)-3-methyltetrahydro-2H-pyran-2-one